ClC1=C(C=C(C=C1C(F)(F)F)[N+](=O)[O-])[C@@H](C)NC(=O)C1=NN(C(C=C1)=O)C1=C(C=CC=C1)F N-[(1R)-1-[2-chloro-5-nitro-3-(trifluoromethyl)phenyl]ethyl]-1-(2-fluorophenyl)-6-oxo-pyridazine-3-carboxamide